C1(CC1)[C@@H](C)NC1=NN2C(C=N1)=C(C=C2)C=2C=C1C(=NC=NC1=CC2)OC (R)-N-(1-cyclopropylethyl)-5-(4-methoxyquinazolin-6-yl)pyrrolo[2,1-f][1,2,4]triazin-2-amine